N1C=NC2=C1C=CC(=C2)N2C(C(=C(C2C2=C(C(=CC=C2)Cl)Cl)C)O)=O 1-(1H-Benzo[d]imidazol-5-yl)-5-(2,3-dichlorophenyl)-3-hydroxy-4-methyl-1H-pyrrol-2(5H)-on